FC=1C=C2C(N(C=NC2=CC1)CC1(CCN(CC12CCCC2)C(=O)OC(C)(C)C)O)=O tert-Butyl 10-((6-fluoro-4-oxoquinazolin-3(4H)-yl)methyl)-10-hydroxy-7-azaspiro[4.5]decane-7-carboxylate